1-(2,2-difluorocyclopropyl)-4,4,4-trifluoro-butane-1,3-dione FC1(C(C1)C(CC(C(F)(F)F)=O)=O)F